(R)-2-acetamido-3-hydroxy-N-benzyl-acrylamide methyl-5-methyl-4-(4,4,5,5-tetramethyl-1,3,2-dioxaborolan-2-yl)thiophene-2-carboxylate COC(=O)C=1SC(=C(C1)B1OC(C(O1)(C)C)(C)C)C.C(C)(=O)NC(C(=O)NCC1=CC=CC=C1)=CO